(4-Hydroxyphenyl)-7-(4-hydroxy-3-methoxyphenyl)-heptan-3,5-dione OC1=CC=C(C=C1)CCC(CC(CCC1=CC(=C(C=C1)O)OC)=O)=O